NCC1(CCN(CC1)C1=NN2C(S1)=NC=C2C2=C(C=C(C=C2)C(F)(F)F)OCC)O 4-(aminomethyl)-1-(5-(2-ethoxy-4-(trifluoromethyl)phenyl)imidazo[2,1-b][1,3,4]thiadiazol-2-yl)piperidin-4-ol